2-(3-Chloro-4-methoxypyridin-2-yl)-6-(4-ethyl-3-(hydroxymethyl)-5-oxo-4,5-dihydro-1H-1,2,4-triazol-1-yl)-7-fluoro-4-isopropylisoquinolin-1(2H)-one ClC=1C(=NC=CC1OC)N1C(C2=CC(=C(C=C2C(=C1)C(C)C)N1N=C(N(C1=O)CC)CO)F)=O